CC1(CO[C@H](CN1C(=O)OC(C)(C)C)CN1N=CC(=C1)B1OC(C(O1)(C)C)(C)C)C tert-butyl (R)-5,5-dimethyl-2-((4-(4,4,5,5-tetramethyl-1,3,2-dioxaborolan-2-yl)-1H-pyrazol-1-yl)methyl)morpholine-4-carboxylate